methyl (R)-2-((3-amino-6-bromo-5-(trifluoromethyl)pyridin-2-yl)oxy)propanoate NC=1C(=NC(=C(C1)C(F)(F)F)Br)O[C@@H](C(=O)OC)C